Rac-(4-amino-7-fluoroimidazo[1,5-a]quinoxalin-8-yl)((4aS,10bS)-8-cyclopropyl-2,3,4,4a,6,10b-hexahydro-1H-isochromeno[4,3-b]pyridin-1-yl)methanone NC=1C=2N(C3=CC(=C(C=C3N1)F)C(=O)N1[C@@H]3[C@H](CCC1)OCC=1C=C(C=CC13)C1CC1)C=NC2 |r|